4-(2-cyano-7-((5-cyclopropyl-7-methyl-1H-indol-4-yl)methyl)-7-azaspiro[3.5]nonan-6-yl)-N-((R)-piperidin-3-yl)benzamide C(#N)C1CC2(C1)CC(N(CC2)CC2=C1C=CNC1=C(C=C2C2CC2)C)C2=CC=C(C(=O)N[C@H]1CNCCC1)C=C2